C(C)(C)OC(=O)C=1C(=NC(=NC1)NC1=C(C=C(C(=C1)[N+](=O)[O-])F)OC)C1=CN(C2=CC=CC=C12)C 2-((4-fluoro-2-methoxy-5-nitrophenyl)amino)-4-(1-methyl-1H-indol-3-yl)pyrimidine-5-carboxylic acid isopropyl ester